6-[(1-{(2R)-2-amino-3-[(2-amino-2-oxoethyl)amino]-2-methyl-3-oxopropyl}azetidin-3-yl)oxy]-3-[(1S,2R)-2-boranopropyl]-2-hydroxybenzoic acid N[C@](CN1CC(C1)OC1=CC=C(C(=C1C(=O)O)O)[C@]1(C)CB1)(C(=O)NCC(=O)N)C